N1=CC=CC2=C(C=CC=C12)C(C)(C)NCCC(=O)N1CC2CCC(C1)N2C2=NC=C(C#N)C=C2 6-(3-(3-((2-(quinolin-5-yl)propan-2-yl)amino)propanoyl)-3,8-diazabicyclo[3.2.1]octan-8-yl)nicotinonitrile